CC=1N=CC2=C(N1)N(C=C2)S(=O)(=O)CC2=CC=CC=C2 methyl(7-toluenesulfonyl-7H-pyrrolo[2,3-d]pyrimidine)